C(#N)C=1C=C(C(=NC1)C(=O)O)N1CC(OCC1)C 5-cyano-3-(2-methylmorpholino)picolinic acid